ClC1=CC(=C(N=N1)C(F)(F)F)NC=1N=CC=2CCC3=C(C2C1F)NC1=C3C(NCC1)=O 2-((6-chloro-3-(trifluoromethyl)pyridazin-4-yl)amino)-1-fluoro-8,9,10,11-tetrahydro-5H-pyrido[3',4':4,5]pyrrolo[2,3-f]isoquinolin-7(6H)-one